(2S,3S,4R,5R)-6-{3-hydroxy-2-[(1R,6R)-3-methyl-6-(prop-1-en-2-yl)cyclohex-2-en-1-yl]-5-pentylphenoxy}-5-(hydroxymethyl)oxane-2,3,4-triol OC=1C(=C(OC2[C@@H]([C@H]([C@@H]([C@H](O2)O)O)O)CO)C=C(C1)CCCCC)[C@@H]1C=C(CC[C@H]1C(=C)C)C